(R)-(3-(3-fluoro-4-methylphenyl)-3-(1,2,4-thiadiazol-5-yl)pyrrolidin-1-yl)(1-(2-methoxyethyl)-5-methyl-1H-indazol-3-yl)methanone FC=1C=C(C=CC1C)[C@]1(CN(CC1)C(=O)C1=NN(C2=CC=C(C=C12)C)CCOC)C1=NC=NS1